C(C)(C)(C)C1=CC(=C(C=C1O)CC(=O)NC1=CC(=NC=C1)C(=O)NC(C)(C)C#N)F 4-[[2-(4-tert-Butyl-2-fluoro-5-hydroxy-phenyl)acetyl]amino]-N-(1-cyano-1-methyl-ethyl)pyridine-2-carboxamide